3-(3-((5-chloro-2-((3-methyl-1-(8-methyl-8-azabicyclo[3.2.1]octan-3-yl)-1H-pyrazol-4-yl)amino)pyrimidin-4-yl)amino)propyl)-1,3-oxazinan-2-one ClC=1C(=NC(=NC1)NC=1C(=NN(C1)C1CC2CCC(C1)N2C)C)NCCCN2C(OCCC2)=O